methyl 4-(4-(trifluoromethoxy)phenyl)-1H-benzo[d]imidazole-6-carboxylate FC(OC1=CC=C(C=C1)C1=CC(=CC=2NC=NC21)C(=O)OC)(F)F